C(C)(C)(C)OC(=O)N1CCC(CC1)N1C(C(N(C=2C=NC(=NC12)Cl)C)=O)CC 4-(2-chloro-7-ethyl-5-methyl-6-oxo-6,7-dihydro-pteridin-8(5H)-yl)piperidine-1-carboxylic acid tert-butyl ester